3-bromo-4-[(2-methyl-2H-1,2,3-triazol-4-yl)amino]benzonitrile BrC=1C=C(C#N)C=CC1NC1=NN(N=C1)C